3-(tert-butoxy)-9-(((1S,2S)-2-fluorocyclopropyl)methoxy)-10-methoxy-1,3,4,6,7,11b-hexahydro-2H-pyrido[2,1-a]isoquinolin-2-ol C(C)(C)(C)OC1C(CC2N(CCC3=CC(=C(C=C23)OC)OC[C@H]2[C@H](C2)F)C1)O